nickel manganese potassium iron [Fe].[K].[Mn].[Ni]